C(C)(C)(C)OC(=O)N1CCN(CC1)C=1C2=C(N=C(N1)SC)CC(CCC2)C2=C1C=NN(C1=CC=C2C)C2OCCCC2 4-(8-(5-methyl-1-(tetrahydro-2H-pyran-2-yl)-1H-indazol-4-yl)-2-(methylthio)-6,7,8,9-tetrahydro-5H-cyclohepta[d]Pyrimidin-4-yl)piperazine-1-carboxylic acid tert-butyl ester